(±)-trans-3-butyl-3-ethyl-2,3,4,5-tetrahydro-5-phenyl-1,4-benzothiazepine-8-carbaldehyde-1,1-dioxide C(CCC)[C@]1(CS(C2=C([C@@H](N1)C1=CC=CC=C1)C=CC(=C2)C=O)(=O)=O)CC |r|